COC1=C(C=CC(=C1)C1=NOC(=N1)C)C1=NC=C(C(=O)OC)C=C1 methyl 6-(2-methoxy-4-(5-methyl-1,2,4-oxadiazol-3-yl)phenyl)nicotinate